2-(4-(4-sulfamoylbenzyl)-3-(3-((tetrahydrofuran-2-yl)methoxy)phenyl)-1H-pyrazol-1-yl)thiazole-4-carboxylic acid S(N)(=O)(=O)C1=CC=C(CC=2C(=NN(C2)C=2SC=C(N2)C(=O)O)C2=CC(=CC=C2)OCC2OCCC2)C=C1